5-carboxyl-2,3-diaminopyridine C(=O)(O)C=1C=C(C(=NC1)N)N